tert-butyl (5-(4,4,5,5-tetramethyl-1,3,2-dioxaborolan-2-yl)thiophen-2-yl)methylcarbamate CC1(OB(OC1(C)C)C1=CC=C(S1)CNC(OC(C)(C)C)=O)C